1-((2-(1H-indol-3-yl)ethyl)amino)-3-(3,6-difluoro-9H-carbazol-9-yl)-2-propanol N1C=C(C2=CC=CC=C12)CCNCC(CN1C2=CC=C(C=C2C=2C=C(C=CC12)F)F)O